5-(4-((1-(4-(5,7-dimethoxy-4-oxo-3,4-dihydroquinazolin-2-yl)phenyl)piperidin-4-yl)methyl)piperazin-1-yl)-2-(2,6-dioxopiperidin-3-yl)isoindoline-1,3-dione COC1=C2C(NC(=NC2=CC(=C1)OC)C1=CC=C(C=C1)N1CCC(CC1)CN1CCN(CC1)C=1C=C2C(N(C(C2=CC1)=O)C1C(NC(CC1)=O)=O)=O)=O